6-bromo-4-hydroxy-1-(2-morpholinoethyl)-2-oxo-1,2-dihydro-1,8-naphthyridine-3-carboxamide BrC=1C=C2C(=C(C(N(C2=NC1)CCN1CCOCC1)=O)C(=O)N)O